tert-butyl (2-(6-methoxy-1-methyl-quinolin-5-yl)ethyl)carbamate hydroiodide I.COC=1C(=C2C=CCN(C2=CC1)C)CCNC(OC(C)(C)C)=O